N,N-bis(2,3-epoxypropyl)-o-toluidine C(C1CO1)N(C=1C(=CC=CC1)C)CC1CO1